(S)-1'-(6-((2-amino-3-chloropyridin-4-yl)thio)-1H-imidazo[4,5-b]pyrazin-2-yl)-5-fluoro-1,3-dihydrospiro[indene-2,4'-piperidin]-1-amine NC1=NC=CC(=C1Cl)SC1=CN=C2C(=N1)NC(=N2)N2CCC1(CC2)[C@@H](C2=CC=C(C=C2C1)F)N